(-)-6-{2-(3-methylphenyl)-6-[(methylamino)methyl]-4,5,6,7-tetrahydropyrazolo[1,5-a]pyrimidin-3-yl}-2-(2-methylphenyl)pyridazin-3(2H)-one CC=1C=C(C=CC1)C1=NN2C(NCC(C2)CNC)=C1C=1C=CC(N(N1)C1=C(C=CC=C1)C)=O